Methyl 2-(2,2-diphenylethyl)-5-hydroxy-6-oxo-1,6-dihydropyrimidine-4-carboxylate C1(=CC=CC=C1)C(CC=1NC(C(=C(N1)C(=O)OC)O)=O)C1=CC=CC=C1